1-(Methyldithiocarbonyl)imidazole CSC(=S)N1C=CN=C1